(3R)-4-amino-3-methyl-N-(2-propanyl)-N-((6-(trifluoromethyl)-3-pyridazinyl)methyl)-1,3-dihydrofuro[3,4-c]quinoline-8-carboxamide NC1=NC=2C=CC(=CC2C2=C1[C@H](OC2)C)C(=O)N(CC=2N=NC(=CC2)C(F)(F)F)C(C)C